FC=1C=C2N(CCN(C2=CC1)C(CCN1C=NC=C1)=O)C1=CC=C(C=C1)F 1-(6-Fluoro-4-(4-fluorophenyl)-3,4-dihydroquinoxalin-1(2H)-yl)-3-(1H-imidazol-1-yl)propan-1-one